2-(4-fluoro-N-methylbenzamido)-5-oxo-5H-thieno[3,2-b]pyran-6-carboxylic acid FC1=CC=C(C(=O)N(C)C2=CC=3OC(C(=CC3S2)C(=O)O)=O)C=C1